C1(=CC=CC=C1)P(C1=C(C=CC=C1)OC1=C(C=CC=C1)P(C1=CC=CC=C1)C1=CC=CC=C1)C1=CC=CC=C1 bis(2-(diphenyl-phosphino) phenyl) ether